C1(=CC=C(C=C1)N(C1=CC=C(C=C1)C1=CC=CC=C1)C1=CC=2C3(C4=CC=CC=C4C2C=C1)C1=CC=CC=C1C=1C=CC(=CC13)N(C1=CC=C(C=C1)C1=CC=CC=C1)C1=CC=C(C=C1)C1=CC=CC=C1)C1=CC=CC=C1 2,2'-bis[N,N-bis(biphenyl-4-yl)amino]-9,9-spirobifluorene